FC1=CC=C(C(=O)N2[C@@H](C=3N(CC2)C(=NC3NC(CNC)=O)C3=NC(=NS3)C)C)C=C1 (R)-N-(7-(4-Fluorobenzoyl)-8-methyl-3-(3-methyl-1,2,4-thiadiazol-5-yl)-5,6,7,8-Tetrahydroimidazo[1,5-a]pyrazin-1-yl)-2-(methylamino)acetamide